C(C(=C)C)(=O)OCCN(CC)CCOC(C(=C)C)=O N,N-bis(methacryloyloxyethyl)-N-ethylamine